Br[Rh] bromorhodium